C(CCCCCCCC)NC(=O)C=1C=CC2=C(NC(C3=C(N2)C=CC=C3)=O)C1 N-nonyl-11-oxo-10,11-dihydro-5H-dibenzo[b,e][1,4]diazepine-8-carboxamide